4-(2,6-difluorophenyl)-5,6-dihydroimidazo[1,2-b][1,2,4]Triazole-2-carboxylic acid methyl ester COC(=O)C=1N=C2N(N1)CCN2C2=C(C=CC=C2F)F